C1(CC1)C(CC=1OC(=CN1)C=1C=CC(=NC1C1=CC=C2C=CC=NC2=C1)C#N)F 5-(2-(2-Cyclopropyl-2-fluoroethyl)oxazol-5-yl)-6-(chinolin-7-yl)picolinonitril